CN1CC(C1)(C)[C@@](O)(C=1C=NC=C(C1)C1=NOC(=N1)C)C1=CC=C(C=C1)C(C)C (R)-(1,3-Dimethyl-azetidin-3-yl)-(4-isopropyl-phenyl)-[5-(5-methyl-[1,2,4]oxadiazol-3-yl)-pyridin-3-yl]-methanol